ClC1=C(C=C(C=C1)C1CCN(CC1)C1=C(C=C(N)C=C1)F)OC 4-[4-(4-chloro-3-methoxy-phenyl)-1-piperidyl]-3-fluoro-aniline